NC(CN1CCN(CC1)C(=O)OC(C)(C)C)C1=CC(=C(C=C1)F)F tert-butyl 4-(2-amino-2-(3,4-difluorophenyl)ethyl)piperazine-1-carboxylate